ClC1=CC(=C(C=C1)C1=NC(=CC=2C1=NC(=C(N2)C)C)[C@H]2C[C@H](OCC2)C=2C=NN(C2)C)F 5-(4-chloro-2-fluorophenyl)-2,3-dimethyl-7-((2S,4R)-2-(1-methyl-1H-pyrazol-4-yl)tetrahydro-2H-pyran-4-yl)pyrido[3,4-b]pyrazine